5-(2-(1-methyl-1H-benzo[d]imidazol-5-yl)pyridin-3-yl)-2-(3,3,3-trifluoro-2,2-dimethylpropyl)oxazole CN1C=NC2=C1C=CC(=C2)C2=NC=CC=C2C2=CN=C(O2)CC(C(F)(F)F)(C)C